C[NH+]1CCCC1 1-methylpyrrolidinium